N-((1s,4s)-4-((5-(imidazo[1,2-a]pyridin-6-yl)-7H-pyrrolo[2,3-d]pyrimidin-2-yl)amino)cyclohexyl)acetamide N=1C=CN2C1C=CC(=C2)C2=CNC=1N=C(N=CC12)NC1CCC(CC1)NC(C)=O